CC1=CC[C@H]([C@@H](C1=O)[C@H]2[C@@H](CC=C(C2=O)C)C(=C)C)C(=C)C dicarvone